CC(C)CCC[C@H](C)[C@H]1CC[C@H]2[C@@H]3CC=C4C[C@@H](O)CC[C@]4(C)[C@H]3CC[C@]12C (S)-cholesterol